FC=1C=CC(=C(C1)CC(=O)O)NC(C1=CC(=C(C=C1)N1CCCCC1)NC(=O)C1=NN(C2=CC=CC=C12)CC1=NOC(=C1)C)=O 2-(5-fluoro-2-(3-(1-((5-methylisoxazol-3-yl)methyl)-1H-indazole-3-carboxamido)-4-(piperidin-1-yl)benzamido)phenyl)acetic acid